butaneOne CC(CC)=O